O1C[C@@H](CC1)N1N=CC(=C1)C=1C=C(C=CC1)C1=NNC2=CN=C(C=C21)NC(=O)C2CC2 (R)-N-(3-(3-(1-(tetrahydrofuran-3-yl)-1H-pyrazol-4-yl)phenyl)-1H-pyrazolo[3,4-c]pyridin-5-yl)cyclopropanecarboxamide